3''-chloro-4''-((3-fluoro-5-chloropyridin-2-yl)methoxy)-3-(2-hydroxypropan-2-yl)-5',6''-Dimethyl-2H,2''H-[1,2':4',1''-terpyridine]-2,2''-dione ClC=1C(N(C(=CC1OCC1=NC=C(C=C1F)Cl)C)C1=CC(=NC=C1C)N1C(C(=CC=C1)C(C)(C)O)=O)=O